O=C1C[C@@H]2[C@]3(CCCC[C@@H]3CC[C@H]2[C@@H]2CC=C(CC)[C@@]12C)C 12-oxo-5α-pregn-16-en